2,3-dihydrofurane O1CCC=C1